C(C=C)(=O)NC=1C=C(C=CC1)C=1C=C(C=C2C=NC=NC12)C1=C(C=C(C(=O)NC2=NC=CC(=C2)C#N)C=C1)F 4-(8-(3-acrylamidophenyl)quinazolin-6-yl)-N-(4-cyanopyridin-2-yl)-3-fluorobenzamide